3-((1R,3R)-1-(2,6-difluoro-3-(2-((3-fluoropropyl)amino)ethoxy)phenyl)-8-fluoro-3-methyl-1,3,4,9-tetrahydro-2H-pyrido[3,4-b]indol-2-yl)-2,2-difluoropropan-1-ol FC1=C(C(=CC=C1OCCNCCCF)F)[C@H]1N([C@@H](CC2=C1NC1=C(C=CC=C21)F)C)CC(CO)(F)F